(1S,4S)-1,7,7-trimethylbicyclo[2.2.1]heptan-2-one C[C@]12C(C[C@H](CC1)C2(C)C)=O